C(C1=CC=CC=C1)N1N=CC(=C1)C=1C(=CC(N(C1)C)=O)C1=CC=NC=C1 5-(1-benzyl-1H-pyrazol-4-yl)-1-methyl-[4,4'-bipyridin]-2(1H)-one